FC1=C(C(=CC(=C1)F)F)S(=O)(=O)NC=1C(=NC=C(C1)C=1C=C2C(=NC=NC2=CC1)N1CCC2(CN(C2)C(\C=C\C(C)=O)=O)CC1)OC (E)-2,4,6-trifluoro-N-(2-methoxy-5-(4-(2-(4-oxopent-2-enoyl)-2,7-diazaspiro[3.5]nonan-7-yl)quinazolin-6-yl)pyridin-3-yl)benzene-sulfonamide